(S)-2-(3-cyclopropyl-1H-pyrazol-1-yl)-N-(2-(3,5-difluorophenyl)-1-(7-(2,3-difluorophenyl)-3-(4-(morpholinosulfonyl)phenyl)-4-oxo-3,4-dihydroquinazolin-2-yl)ethyl)acetamide C1(CC1)C1=NN(C=C1)CC(=O)N[C@@H](CC1=CC(=CC(=C1)F)F)C1=NC2=CC(=CC=C2C(N1C1=CC=C(C=C1)S(=O)(=O)N1CCOCC1)=O)C1=C(C(=CC=C1)F)F